1,1,2-trimethyl-1H-benzo[e]indole iodide salt [I-].CC1(C(=NC=2C=CC3=C(C12)C=CC=C3)C)C